3-(5-cyclobutyl-1,3-thiazol-2-yl)-5-[(3R)-tetrahydrofuran-3-yloxy]-N-{(1R)-1-[2-(trifluoromethyl)pyrimidin-5-yl]ethyl}benzamide C1(CCC1)C1=CN=C(S1)C=1C=C(C(=O)N[C@H](C)C=2C=NC(=NC2)C(F)(F)F)C=C(C1)O[C@H]1COCC1